all-cis-5,8,11,14-eicosatetraenoate CCCCC/C=C\C/C=C\C/C=C\C/C=C\CCCC(=O)O